2,3-dihydro-1H-indole-5-carboxamide N1CCC2=CC(=CC=C12)C(=O)N